C(C=C)P(C1=CC=CC=C1)C1=CC=CC=C1 Allyl-diphenyl-phosphine